tetrahydro-pyran-3-ylamine HCl salt Cl.O1CC(CCC1)N